BrC1=C(C(=O)OC)C=C(C=C1)NC1=NN(C=C1C(N)=O)[C@@H]1COCC[C@H]1C#N methyl 2-bromo-5-[[4-carbamoyl-1-[trans-4-cyanotetrahydro-2H-pyran-3-yl]pyrazol-3-yl]amino]benzoate